C1=C(C=CC2=CC=CC=C12)S(=O)(=O)N1CC(OCC1)C1=C(SC2=C1C=CC=C2)C(=O)N [4-(2-naphthylsulfonyl)morpholin-2-yl]benzothiophene-2-carboxamide